C(C)(C)(C)OC(=O)N1CCN(CC1)C1=C(C=CC(=C1)C(=O)NN)Cl 4-[2-chloro-5-(hydrazinocarbonyl)phenyl]piperazine-1-carboxylic acid tert-butyl ester